Methyl 3-(3-((2-(2-fluoro-5-((6-fluoro-4-(methylthio)-1H-indol-5-yl)oxy)phenyl)-1H-imidazol-5-yl)(hydroxy)methyl)phenyl)propanoate FC1=C(C=C(C=C1)OC=1C(=C2C=CNC2=CC1F)SC)C=1NC(=CN1)C(C=1C=C(C=CC1)CCC(=O)OC)O